22-methoxy-cholanic acid COC(CC(=O)O)[C@@H](C)[C@H]1CC[C@H]2[C@@H]3CCC4CCCC[C@]4(C)[C@H]3CC[C@]12C